FC(C(=O)O)(F)F.N=1SN=C2C1C=CC=C2S(=O)(=O)NC2=C(SC=C2)C(=O)[C@](N)(CCCNC(N)=N)C(=O)O 2-[[3-[(2,1,3-Benzothiadiazol-4-ylsulfonyl)amino]-2-thienyl]carbonyl]L-arginine trifluoroacetate